C1=C2C=C3C=CC4=C(SC5=C4C4=CC6=CC=CC=C6C=C4C=C5)C3=CC2=CC=C1 dianthrathiophene